C(#N)N[C@H]1CC[C@H](CC1)C(=O)NC=1SC(=CN1)C1CCCCC1 cis-4-(cyanoamino)-N-(5-cyclohexyl-1,3-thiazol-2-yl)cyclohexane-1-carboxamide